methylimidazolium tetrachloroaluminate C[N+]1=CNC=C1.[Al-](Cl)(Cl)(Cl)Cl